2-(2,5-Dichlorophenyl)-N-[1-(chinolin-8-yl)-5-oxopyrrolidin-3-yl]acetamid ClC1=C(C=C(C=C1)Cl)CC(=O)NC1CN(C(C1)=O)C=1C=CC=C2C=CC=NC12